BrC1=CC(N(C=C1C1=CC(=CC=C1)COC)C)=O 4-bromo-5-(3-(methoxymethyl)phenyl)-1-methylpyridin-2(1H)-one